ClC=1C=C2C(=CNC2=CC1Cl)C=C1N=C(OC1=O)C 4-((5,6-dichloro-1H-indol-3-yl)methylene)-2-methyl-oxazol-5(4H)-one